3,3'-((3-hydroxyphenyl)azanediyl)dipropionic acid OC=1C=C(C=CC1)N(CCC(=O)O)CCC(=O)O